tert-Butyl 4-(2-(nonyl(4-oxo-4-(pentyloxy)butyl)amino)ethyl)piperidine-1-carboxylate C(CCCCCCCC)N(CCC1CCN(CC1)C(=O)OC(C)(C)C)CCCC(OCCCCC)=O